C(=O)C=1C=C(C(N2C=C(C=CC12)OS(=O)(=O)C(F)(F)F)=O)C(=O)OCC ethyl 1-formyl-4-oxo-7-(((trifluoromethyl)sulfonyl)oxy)-4H-quinolizine-3-carboxylate